Methyl (2-(4-((tert-butoxycarbonyl)amino)phenyl)-thiazole-4-carbonyl)-L-serinate C(C)(C)(C)OC(=O)NC1=CC=C(C=C1)C=1SC=C(N1)C(=O)N[C@@H](CO)C(=O)OC